CN1[C@H](CCC1=O)C(=O)NC1=CC(=CC=2CCOC21)O[C@@H]2CC[C@H](CC2)C(F)(F)F (R)-1-methyl-5-oxo-N-(5-(((trans)-4-(trifluoromethyl)cyclohexyl)oxy)-2,3-dihydrobenzofuran-7-yl)pyrrolidine-2-carboxamide